Cl.C=1(C=CN2C=CC=CC12)CC(CC)N 1-indolizin-1-ylbutan-2-amine HCl salt